(S)-N-(1-cyclopropylethyl)-5-(imidazo[1,2-b]pyridazin-6-yl)pyrrolo[2,1-f][1,2,4]triazin-2-amine C1(CC1)[C@H](C)NC1=NN2C(C=N1)=C(C=C2)C=2C=CC=1N(N2)C=CN1